(S)-2-(4-(6-((6-chloro-4-methoxypyridin-3-yl)methoxy)-5-fluoropyridin-2-yl)-2,5-difluorobenzyl)-1-(4,4-dimethyltetrahydrofuran-3-yl)-4-fluoro-1H-benzo[d]imidazole-6-carboxylic acid ClC1=CC(=C(C=N1)COC1=C(C=CC(=N1)C1=CC(=C(CC2=NC3=C(N2[C@@H]2COCC2(C)C)C=C(C=C3F)C(=O)O)C=C1F)F)F)OC